N1=C(C=CC=2CCCNC12)CCCCCN([C@H]1CNCC1)CCC(F)(F)F (R)-N-(5-(5,6,7,8-tetrahydro-1,8-naphthyridin-2-yl)pentyl)-N-(3,3,3-trifluoropropyl)pyrrolidin-3-amine